FC1=C2C(NN=C(C2=C(C=C1)F)C1=CC2=C(NC(=N2)NC(OCCOC)=O)C=C1)=O 2-Methoxyethyl (5-(5,8-difluoro-4-oxo-3,4-dihydrophthalazin-1-yl)-1H-benzimidazol-2-yl)carbamate